N-((S*)-4,4,4-Trifluoro-3,3-dimethyl-1-(5-((R)-1-(4,4,4-trifluorobutanamido)ethyl)-1H-benzo[d]imidazol-2-yl)butyl)-2-(3,3,3-trifluoropropyl)-2H-1,2,3-triazole-4-carboxamide FC(C(C[C@@H](C1=NC2=C(N1)C=CC(=C2)[C@@H](C)NC(CCC(F)(F)F)=O)NC(=O)C2=NN(N=C2)CCC(F)(F)F)(C)C)(F)F |o1:4|